3-chloro-6-ethenyl-2-(trifluoromethyl)pyridine sodium [Na].ClC=1C(=NC(=CC1)C=C)C(F)(F)F